2-ethanol tosylate S(=O)(=O)(C1=CC=C(C)C=C1)OCC